(2-methyl-3-(trimethylsilyl)cycloprop-2-en-1-yl)methanol CC=1C(C1[Si](C)(C)C)CO